N-(4-fluoro-3-((2-((1-methyl-1H-pyrazol-4-yl)amino)-5-(naphthalen-2-yl)pyrimidin-4-yl)amino)phenyl)acrylamide trifluoroacetate FC(C(=O)O)(F)F.FC1=C(C=C(C=C1)NC(C=C)=O)NC1=NC(=NC=C1C1=CC2=CC=CC=C2C=C1)NC=1C=NN(C1)C